FC(OC=1C=C(C=CC1[C@H]1N([C@@H](CC2=C3C(=CC=C12)NN=C3)C)CC(F)(F)F)NC3CN(C3)CCCF)F N-(3-(Difluoromethoxy)-4-((6S,8R)-8-methyl-7-(2,2,2-trifluoroethyl)-6,7,8,9-Tetrahydro-3H-pyrazolo[4,3-f]isoquinolin-6-yl)phenyl)-1-(3-fluoropropyl)azetidine-3-amine